CCCCCCCCCCCC(=O)O[C@H](COC(=O)CCCC/C=C\C/C=C\C/C=C\CCCCC)COP(=O)(O)OC[C@@H](C(=O)O)N 1-(6Z,9Z,12Z-octadecatrienoyl)-2-dodecanoyl-glycero-3-phosphoserine